CC1(OC2=CC=CC=C2[C@H](C1)NC(=O)C=1C=C(C=CC1)CN1C(NC(CC1=O)(COC)CC)=[NH2+])C [1-[[3-[[(4S)-2,2-dimethylchroman-4-yl]carbamoyl]phenyl]methyl]-4-ethyl-4-(methoxymethyl)-6-oxo-hexahydropyrimidin-2-ylidene]ammonium